9,10-dimethyldihydrophenanthrene CC=1C2=CC=CC=C2C=2C=CCCC2C1C